N-(2-chloro-4-(trifluoromethyl)phenyl)-1-(4-((1-(4-(2,6-dioxopiperidin-3-yl)phenyl)azetidin-3-yl)ethynyl)-1H-pyrazol-1-yl)cyclobutane-1-carboxamide ClC1=C(C=CC(=C1)C(F)(F)F)NC(=O)C1(CCC1)N1N=CC(=C1)C#CC1CN(C1)C1=CC=C(C=C1)C1C(NC(CC1)=O)=O